(1-Ethyl-5-trifluoromethanesulfonyl-1H-benzoimidazol-2-yl)-(6-trifluoromethoxy-benzothiazol-2-yl)-amine C(C)N1C(=NC2=C1C=CC(=C2)S(=O)(=O)C(F)(F)F)NC=2SC1=C(N2)C=CC(=C1)OC(F)(F)F